C(C)N(\N=C(\C(=O)OC)/Cl)C1=CC=C(C=C1)OC methyl (Z)-ethyl-2-chloro-2-(2-(4-methoxyphenyl)hydrazono)acetate